CC=1N=C2C=NC(=NC2=NC1C)C=1CCO[C@H](C1)C=1C=NN(C1)C1CC1 6,7-dimethyl-2-[(6R)-6-(1-cyclopropylpyrazol-4-yl)-3,6-dihydro-2H-pyran-4-yl]Pteridine